tetrahydrogeraniol CC(C)CCCC(C)CCO